CN(C)CCCNC(CCCCCCC\C=C/CCCCCCCC)=O oleic acid dimethylaminopropyl amide